CC1=C(C(=CC(=C1)C)C)N=CC=NC1=C(C=C(C=C1C)C)C N,N'-bis(2,4,6-trimethylphenyl)ethane-1,2-diimine